C(C)N1CCN(CC1)C1=CC(=C(N)C(=C1)[N+](=O)[O-])C 4-(4-ethylpiperazin-1-yl)-2-methyl-6-nitroaniline